hydroxyl-methanesulfinic acid monosodium salt dihydrate O.O.[Na+].OCS(=O)[O-]